4-((1-(2-(tert-butoxy)-2-oxoethyl)piperidin-4-yl)methyl)piperazine-1-carboxylic acid benzyl ester C(C1=CC=CC=C1)OC(=O)N1CCN(CC1)CC1CCN(CC1)CC(=O)OC(C)(C)C